tert-Butyl 4-(1-(2-(tert-butyl)phenyl)-6,7-dichloro-2-oxo-1,2-dihydropyrido[2,3-d]pyrimidin-4-yl)-3-methylpiperazine-1-carboxylate C(C)(C)(C)C1=C(C=CC=C1)N1C(N=C(C2=C1N=C(C(=C2)Cl)Cl)N2C(CN(CC2)C(=O)OC(C)(C)C)C)=O